3-(4-(2,3-dimethylpyridin-4-yl)phenyl)propionic acid dihydrochloride Cl.Cl.CC1=NC=CC(=C1C)C1=CC=C(C=C1)CCC(=O)O